N-({5-chloro-6-[(1,3-thiazol-4-yl)methoxy]-2-indolyl}methyl)1-[(2H3)methyl]cyclopropanecarboxamide ClC=1C=C2C=C(NC2=CC1OCC=1N=CSC1)CNC(=O)C1(CC1)C([2H])([2H])[2H]